tert-butyl (2r,6s)-4-(6-(7-ethoxy-2-methylimidazo[1,2-a]pyrimidine-6-carboxamido) pyridazin-3-yl)-2,6-dimethylpiperazine-1-carboxylate C(C)OC1=NC=2N(C=C1C(=O)NC1=CC=C(N=N1)N1C[C@H](N([C@H](C1)C)C(=O)OC(C)(C)C)C)C=C(N2)C